C(C)(C)(C)OC(=O)NCC#C N-(tert-butoxycarbonyl)propargylamine